Cl.N1C[C@@H](CCC1)N1C(C=2N(C=C1)C=CN2)=O (R)-7-(Piperidin-3-yl)imidazo[1,2-a]pyrazin-8(7H)-one hydrochloride